3-[[6-(4-piperidyl)-3-pyridyl]amino]piperidine-2,6-dione N1CCC(CC1)C1=CC=C(C=N1)NC1C(NC(CC1)=O)=O